CC1([C@H](C[C@H]1\C(\C)=N\[S@@](=O)C(C)(C)C)NC(OC(C)(C)C)=O)C tert-butyl [(1S,3R)-2,2-dimethyl-3-{(1E)-N-[(S)-2-methylpropane-2-sulfinyl]ethaneimidoyl}cyclobutyl]carbamate